m-Fluoro-L-phenylalanine FC=1C=C(C[C@H](N)C(=O)O)C=CC1